C(CC)(=O)OC(CO)C 1-hydroxypropan-2-yl propionate